BrC=1N=CC(=NC1)SC=1C(=C2C(NC=NC2=CC1)=O)Cl 6-(5-bromopyrazin-2-yl)sulfanyl-5-chloro-3H-quinazolin-4-one